methyl-ethyl-theophylline iodine salt [I].CC(N1C(=O)N(C)C=2N=CNC2C1=O)CC